(Z)-N'-ethoxy-6-(1-methyl-4-phenyl-1H-imidazol-2-yl)-5-(N-methylsulfamoyl)methylpyridineamidine C(C)O\N=C(/N)\C1=NC(=C(C=C1)CS(NC)(=O)=O)C=1N(C=C(N1)C1=CC=CC=C1)C